C(\C=C\C(=O)O)(=O)O.FC=1C(=NC(=NC1)NC1=NC=C(C=C1)C1CCN(CC1)C)C=1C=C2C3(C(=NC2=C(C1)F)C)CCCC3 5-fluoro-4-(7'-fluoro-2'-methyl-spiro[cyclopentane-1,3'-indol]-5'-yl)-N-(5-(1-methylpiperidin-4-yl)pyridin-2-yl)pyrimidin-2-amine fumarate